ClC=1C=NC=C(C1C1(CC1)C(=O)O)C 1-(3-chloro-5-methylpyridin-4-yl)cyclopropane-1-carboxylic acid